2,4-bis(hydroxymethyl)-p-cresol OCC=1CC(C=CC1O)(C)CO